6-cyclopropyl-7-methylimidazo[1,2-a]pyrimidine-2-carboxylic acid C1(CC1)C=1C(=NC=2N(C1)C=C(N2)C(=O)O)C